2-(4-Methoxyphenyl)-5-oxo-5,6-dihydro[1,2,4]triazolo[1,5-c]quinazoline-10-carbonitrile COC1=CC=C(C=C1)C1=NN2C(NC=3C=CC=C(C3C2=N1)C#N)=O